dodeca-9-ene-4-carbaldehyde CCCC(CCCCC=CCC)C=O